FC1=CC=C(C=C1)N(C(CC1(CCN(CC1)C(=O)N1CCC2=CC=CC=C12)C(=O)O)=O)C1=CC=C(C=C1)F 4-(2-(bis(4-fluorophenyl)amino)-2-oxoethyl)-1-(indoline-1-carbonyl)piperidine-4-carboxylic acid